CC1=CC=C(C=C1)S(=O)(=O)N/N=C(\CCC=C)/C1=CC=C(C=C1)C (E)-4-methyl-N'-(1-(p-tolyl)pent-4-en-1-ylidene)benzenesulfonhydrazide